beta-glucopyranosyl-(1→2) alpha-rhamnopyranoside O([C@H]1[C@H](O)[C@H](O)[C@@H](O)[C@@H](O1)C)[C@H]1[C@H](O)[C@@H](O)[C@H](O)[C@H](O1)CO